BrC1=C(C=NN(C1=O)C)N[C@@H]1C[C@@H](CN(C1)C)C1=CC=C(C(=O)N2CCC3(CC2)CCC(CC3)C3=CC(=C(C=C3)C3C(NC(CC3)=O)=O)OC)C=C1 3-[4-[3-[4-[(3R,5R)-5-[(5-bromo-1-methyl-6-oxo-pyridazin-4-yl)amino]-1-methyl-3-piperidyl]benzoyl]-3-azaspiro[5.5]undecan-9-yl]-2-methoxy-phenyl]piperidine-2,6-dione